[Cl-].C(C=C)(=O)NCCC[N+](C)(C)C acryloylaminopropyl-N,N,N-trimethylammonium chloride